N,2,7-trimethyl-1,3-benzoxazole-5-carboxamide CNC(=O)C=1C=C(C2=C(N=C(O2)C)C1)C